N1C(NC(C12CCC1(OCCO1)CC2)=O)=O 9,12-Dioxa-1,3-diazadispiro[4.2.4.2]tetradecan-2,4-dion